C(C)OC1=CC=NC=C1C#N 4-ethoxynicotinonitrile